C(C)N(C(C)C1=CNC2=CC=C(C=C12)F)C N-ETHYL-(5-FLUORO-1H-INDOL-3-YL)-N-METHYL-ETHAN-1-AMINE